7-((5-methyl-7H-pyrrolo[2,3-d]pyrimidin-4-yl)oxy)-1,2,3,4-tetrahydroisoquinoline CC1=CNC=2N=CN=C(C21)OC2=CC=C1CCNCC1=C2